C1(CC1)C=1C(=NON1)C(=O)N[C@H](C=1N=C2N(N=CC(=C2)[C@@H]2C[C@]23C(N[C@@H](C3)C(F)(F)F)=O)C1)C1CCC(CC1)(F)F |o1:20,22| 4-Cyclopropyl-N-((S)-(4,4-difluorocyclohexyl)(7-((1S*,3R*,6S)-4-oxo-6-(trifluoromethyl)-5-azaspiro[2.4]heptan-1-yl)imidazo[1,2-b]pyridazin-2-yl)methyl)-1,2,5-oxadiazole-3-carboxamide